C(#N)CN(C(C1=CC=C(C=C1)C1=NC(=NC=C1)NC1=CC=C(C=C1)N1CCOCC1)=O)C N-(cyanomethyl)-N-methyl-4-(2-(4-morpholinophenyl-amino)pyrimidin-4-yl)benzamide